3-[(acetylsulfamoyl)methyl]-2-oxoimidazolidin C(C)(=O)NS(=O)(=O)CN1C(NCC1)=O